Cl.Cl.N[C@H](C(=O)OCC1=CC(=NC(=C1)Cl)Cl)CC=1C=NC(=CC1)C (2,6-Dichloropyridin-4-yl)methyl (S)-2-amino-3-(6-methylpyridin-3-yl)propanoate dihydrochloride